(S)-2-(3-((S)-3-((S)-2-amino-4-mercaptobutanamido)-1-carboxypropyl)ureido)pentanedioic acid N[C@H](C(=O)NCC[C@@H](C(=O)O)NC(N[C@H](C(=O)O)CCC(=O)O)=O)CCS